butyleneglycol bis(4-mercaptobutyrate) SCCCC(=O)OCCCCOC(CCCS)=O